tert-butyl (3R)-3-[(2S)-1-(tert-butoxy)-1-oxo-3-(3-{[tri(propan-2-yl)silyl]sulfanyl}phenyl)propan-2-yl]pyrrolidine-1-carboxylate C(C)(C)(C)OC([C@@H](CC1=CC(=CC=C1)S[Si](C(C)C)(C(C)C)C(C)C)[C@@H]1CN(CC1)C(=O)OC(C)(C)C)=O